C(C)(=O)NCCO[C@@H]1C[C@H](N(CC1)CC1=C2C=CN(C2=C(C=C1OC)C)C(=O)OC(C)(C)C)C1=CC=C(C=C1)C(=O)OC tert-butyl 4-(((2S,4S)-4-(2-acetamidoethoxy)-2-(4-(methoxycarbonyl)phenyl)piperidin-1-yl)methyl)-5-methoxy-7-methyl-1H-indole-1-carboxylate